3-(benzyloxy)-4,5-dimethoxybenzoic acid C(C1=CC=CC=C1)OC=1C=C(C(=O)O)C=C(C1OC)OC